7-{3-[(1,3-diethoxypropane-2-yl)carbamoyl]azetidin-1-yl}-5-methyl-4-oxo-1-(1,2,4-thiadiazol-5-yl)-1,4-dihydro-1,8-naphthyridine-3-carboxylic acid C(C)OCC(COCC)NC(=O)C1CN(C1)C1=CC(=C2C(C(=CN(C2=N1)C1=NC=NS1)C(=O)O)=O)C